C(C)(C)(C)C1=C(C=CC(=O)NC(=N)N)C=CC=C1 2-t-Butylcinnamoylguanidin